N-(5-(2,3-Dihydrobenzo[b][1,4]dioxine-6-carboxamido)-2-methylphenyl)thieno[2,3-b]pyrazine-6-carboxamide O1C2=C(OCC1)C=C(C=C2)C(=O)NC=2C=CC(=C(C2)NC(=O)C2=CC=1C(=NC=CN1)S2)C